(R)-1-(2-chlorophenyl)ethyl (4-(5-amino-6-methylpyridin-2-yl)-1-methyl-1H-1,2,3-triazol-5-yl)carbamate NC=1C=CC(=NC1C)C=1N=NN(C1NC(O[C@H](C)C1=C(C=CC=C1)Cl)=O)C